1,18-octadecanedioic acid potassium [K].C(CCCCCCCCCCCCCCCCC(=O)O)(=O)O